tert-butyl (S)-(1-((3-fluoro-4-(7-methoxy-1H-pyrrolo[2,3-c]pyridin-4-yl)phenyl)amino)-1-oxo-3,3-diphenylpropan-2-yl)carbamate FC=1C=C(C=CC1C1=C2C(=C(N=C1)OC)NC=C2)NC([C@H](C(C2=CC=CC=C2)C2=CC=CC=C2)NC(OC(C)(C)C)=O)=O